N-(4-(3-phenylisooxazolidin-2-yl)pyrimidin-2-yl)-1,2,3,4-tetrahydroisoquinolin-6-amine C1(=CC=CC=C1)C1N(OCC1)C1=NC(=NC=C1)NC=1C=C2CCNCC2=CC1